3,4-dihydro-1H-pyrrolo[2,1-c][1,4]oxazine-8-carboxamide C1OCCN2C1=C(C=C2)C(=O)N